(S)-6-((4-((2-hydroxy-1-phenylethyl)amino)-5-(3-(pyridin-4-yl)-1,2,4-oxadiazol-5-yl)pyrimidin-2-yl)amino)-1-methyl-1,2-dihydro-3H-indazol-3-one OC[C@H](C1=CC=CC=C1)NC1=NC(=NC=C1C1=NC(=NO1)C1=CC=NC=C1)NC1=CC=C2C(NN(C2=C1)C)=O